N1(N=NN=C1)CC1=CC=C(C=C1)C1=C(NC2=C(C=CC=C12)C(C)C)C(=O)O 3-(4-((1H-tetrazol-1-yl)methyl)phenyl)-7-isopropyl-1H-indole-2-carboxylic acid